C(C)(C)(C)OC(N(C)CC1=CC=C(C=C1)C=1OC(=NN1)C1=NC(=CN=C1N)Br)=O tert-Butyl(4-(5-(3-amino-6-bromopyrazin-2-yl)-1,3,4-oxadiazol-2-yl)benzyl)(methyl)carbamate